1-cyano-N-(5-methylthiazol-2-yl)pyrrolidine-3-carboxamide C(#N)N1CC(CC1)C(=O)NC=1SC(=CN1)C